potassium (((tert-butoxy carbonyl)amino)methyl)trifluoroborate C(C)(C)(C)OC(=O)NC[B-](F)(F)F.[K+]